O[C@H]1CN(C[C@@H]1N1N=C(C=C1O)C)C(=O)OC(C)(C)C tert-butyl (3S,4S)-3-hydroxy-4-(5-hydroxy-3-methyl-pyrazol-1-yl)pyrrolidine-1-carboxylate